FC=1C=CC2=C(C=CO2)C1CN (5-fluorobenzofuran-4-yl)methanamine